N1CC(C1)N1C(=C(C2=CC(=CC=C12)Br)CC(CO)(C)C)C=1C(=NC=CC1)[C@H](C)OC (S)-3-(1-(azetidin-3-yl)-5-bromo-2-(2-(1-methoxyethyl)pyridin-3-yl)-1H-indol-3-yl)-2,2-dimethylpropan-1-ol